(5aS,6R,11bS)-14-(cyclopropylmethyl)-3-((S)-1-hydroxy-3-(4-methyl-1H-pyrazol-1-yl)propan-2-yl)-2,3,4,5,6,7-hexahydro-6,11b-(epiminoethano)naphtho[1,2-d]azepine-5a,10(1H)-diol C1(CC1)CN1CC[C@]23CCN(CC[C@]2([C@H]1CC1=CC=C(C=C13)O)O)[C@H](CO)CN1N=CC(=C1)C